N-(5-bromo-2-(cyanomethyl)-4-fluorophenyl)-2,2,2-trifluoroacetamide BrC=1C(=CC(=C(C1)NC(C(F)(F)F)=O)CC#N)F